2-phenyl-1-chlorobutane C1(=CC=CC=C1)C(CCl)CC